CC(CCCC(C)C)OC(C=C)=O acrylic acid-2-isooctyl ester